4-benzyl-6-methoxy-N-(2-methoxyphenyl)-3,4-dihydroquinoxaline-1(2H)-carboxamide C(C1=CC=CC=C1)N1CCN(C2=CC=C(C=C12)OC)C(=O)NC1=C(C=CC=C1)OC